7-(4-(4-(benzo[b]thiophen-4-yl)piperazin-1-yl)butoxy)-N-methyl-2-oxoquinoline-1(2H)-carboxamide S1C2=C(C=C1)C(=CC=C2)N2CCN(CC2)CCCCOC2=CC=C1C=CC(N(C1=C2)C(=O)NC)=O